1-(2-fluorophenyl)-3-(4-chlorophenyl)prop-2-yn-1-one FC1=C(C=CC=C1)C(C#CC1=CC=C(C=C1)Cl)=O